(Z)-6-(5-fluoro-2-oxoindol-3-ylidene)-2-methyl-N-(3-(4-methylpiperazin-1-yl)propyl)-1,4,5,6-tetrahydrocyclopenta[b]pyrrole-3-carboxamide FC=1C=C2/C(/C(NC2=CC1)=O)=C/1\CCC2=C1NC(=C2C(=O)NCCCN2CCN(CC2)C)C